trans-N-(3-(1-cyclopropyl-1H-pyrazol-4-yl)phenyl)-N-((trans-4-(1-ethyl-1H-pyrazol-4-yl)cyclohexyl)methyl)-4-hydroxycyclohexanecarboxamide C1(CC1)N1N=CC(=C1)C=1C=C(C=CC1)N(C(=O)[C@@H]1CC[C@H](CC1)O)C[C@@H]1CC[C@H](CC1)C=1C=NN(C1)CC